4-(4,4-difluoropiperidinyl)benzo[3,4-c]1,2,5-thiadiazol-5-ylcarboxamide FC1(CCN(CC1)C1=C(C=CC2=NSN=C21)C(=O)N)F